benzyl 6-(methoxymethylene)-2-azaspiro[3.3]heptane-2-carboxylate COC=C1CC2(CN(C2)C(=O)OCC2=CC=CC=C2)C1